2-[[5-amino-6-(1-ethylpyrazol-3-yl)oxy-3-pyridyl]amino]-6-(2,6-dichlorophenyl)-8-methyl-pyrido[2,3-d]pyrimidin-7-one NC=1C=C(C=NC1OC1=NN(C=C1)CC)NC=1N=CC2=C(N1)N(C(C(=C2)C2=C(C=CC=C2Cl)Cl)=O)C